4,4'-methylene-bis-(3-chloro-2,6-diethyl-aniline) C(C1=C(C(=C(N)C(=C1)CC)CC)Cl)C1=C(C(=C(N)C(=C1)CC)CC)Cl